6-(4-(5-((4-(2,4-dioxo-3,4-dihydropyrimidin-1(2H)-yl)isoquinolin-7-yl)oxy)pentyl)piperazin-1-yl)nicotinamide O=C1N(C=CC(N1)=O)C1=CN=CC2=CC(=CC=C12)OCCCCCN1CCN(CC1)C1=NC=C(C(=O)N)C=C1